COC(=O)C1=CN(C(C=C1)=O)C(C)C 1-isopropyl-6-oxo-1,6-dihydropyridine-3-carboxylic acid methyl ester